C(C)ON=C(COC1=CC(=NN1C)C(F)(F)F)C1=CC(=C(C(=C1)F)F)F 2-((1-methyl-3-(trifluoromethyl)-1H-pyrazol-5-yl)oxy)-1-(3,4,5-trifluorophenyl)ethan-1-one-O-ethyloxime